NC1=CC=C(C=C1)C(CNC(OC(C)(C)C)=O)O tert-butyl (2-(4-aminophenyl)-2-hydroxyethyl)carbamate